BrC=1C(=C(C=O)C=CC1F)F 3-bromo-2,4-difluorobenzaldehyde